(1S,9S)-1-((2-Chloropyrimidin-4-yl)amino)-9-ethyl-5-fluoro-9-hydroxy-4-methyl-1,2,3,9,12,15-hexahydro-10H,13H-benzo[de]pyrano[3',4':6,7]indolizino[1,2-b]quinoline-10,13-dione ClC1=NC=CC(=N1)N[C@H]1CCC=2C=3C1=C1C(=NC3C=C(C2C)F)C2=CC3=C(C(N2C1)=O)COC([C@]3(O)CC)=O